2,4-Dichloro-7-methoxyquinazoline ClC1=NC2=CC(=CC=C2C(=N1)Cl)OC